5-chloro-isoindolin-1-one ClC=1C=C2CNC(C2=CC1)=O